ClC1=C(C=CC(=C1)C(F)F)S(=O)(=O)Cl 2-chloro-4-(difluoro-methyl)benzene-1-sulfonyl chloride